isobutylether oleate C(CCCCCCC\C=C/CCCCCCCC)(=O)O.C(C(C)C)OCC(C)C